isopropyl ((1r,4r)-4-(5-(2-(N-(tert-butyl)sulfamoyl)-4-(((oxetan-3-yloxy)carbonyl)amino)phenyl)thiazol-2-yl)cyclohexyl)carbamate C(C)(C)(C)NS(=O)(=O)C1=C(C=CC(=C1)NC(=O)OC1COC1)C1=CN=C(S1)C1CCC(CC1)NC(OC(C)C)=O